FC=1C=C(C=CC1C1=NN(C(C2=CC=CC=C12)=O)C1=CC=C(C=C1)F)\C=[N+](/C(C)C)\[O-] (E)-1-(3-Fluoro-4-(3-(4-fluorophenyl)-4-oxo-3,4-dihydrophthalazin-1-yl)phenyl)-N-isopropylmethanimine oxide